carboxymethylaminomethyl-2-thiouridine C(=O)(O)CNC[C@@]1([C@H](O)[C@H](O)[C@@H](CO)O1)N1C(=S)NC(=O)C=C1